2-(2-trifluoromethyl-benzylidene)-6-hydroxy-2,3-dihydro-1H-inden-1-one FC(C1=C(C=C2C(C3=CC(=CC=C3C2)O)=O)C=CC=C1)(F)F